NC=1N=C2N(C=C(C=C2)C2=C(C=CC=C2)C(F)(F)F)C1C(=O)[C@H]1[C@H](C1)F (2-amino-6-(2-(trifluoromethyl)phenyl)imidazo[1,2-a]pyridin-3-yl)((1S,2S)-2-fluorocyclopropyl)methanone